4-bromo-6-fluoro-1H-indazole BrC1=C2C=NNC2=CC(=C1)F